C1(CC1)C1=C2C(=NC(=C1)NC1=C(C=C(C=C1)P(=O)(C)C)OC)NC=C2C#N 4-cyclopropyl-6-((4-(dimethyl-phosphoryl)-2-methoxyphenyl)amino)-1H-pyrrolo[2,3-b]pyridine-3-carbonitrile